5-biphenyl-4-yl-4-(3-carboxypropionylamino)-2-methylpentanoic acid C1(=CC=C(C=C1)CC(CC(C(=O)O)C)NC(CCC(=O)O)=O)C1=CC=CC=C1